5-(3,3-dimethylazetidin-1-yl)pyrimidine-2-carbonitrile CC1(CN(C1)C=1C=NC(=NC1)C#N)C